(R)-4-(4-(4-((1-(2-fluoro-3-methyl-5-nitrophenyl)ethyl)amino)-2-methylquinolin-6-yl)-1,2,3,6-tetrahydropyridine-1-carbonyl)piperidine-1-carboxylic acid tert-butyl ester C(C)(C)(C)OC(=O)N1CCC(CC1)C(=O)N1CCC(=CC1)C=1C=C2C(=CC(=NC2=CC1)C)N[C@H](C)C1=C(C(=CC(=C1)[N+](=O)[O-])C)F